5-isopentyl-2,3-dimethyl-pyrazine C(CC(C)C)C=1N=C(C(=NC1)C)C